COC=1C=C2[C@@H]([C@H](N(C(C2=CC1OC)=O)CC1=CC=C(C=C1)C)C1=CC=C(C=C1)C(F)(F)F)C(=O)NC1=CC(=CC=C1)N1CCN(CC1)C (3S,4S)-6,7-dimethoxy-2-(4-methylbenzyl)-N-(3-(4-methylpiperazin-1-yl)phenyl)-1-oxo-3-(4-(trifluoromethyl)phenyl)-1,2,3,4-tetrahydroisoquinoline-4-carboxamide